C=C(C)C1C(CCCC1)C(=O)N 2-(prop-1-en-2-yl)cyclohexanecarboxamide